ClC1=NC=C(C2=C1OCO2)C=O 4-chloro-[1,3]dioxolo[4,5-C]pyridine-7-carbaldehyde